(3S,4S,5S)-4,5,6-tris(phenoxy)-3-[(phenoxy)methyl]-2,2-dichloro-3-hydroxycyclohexane-1-one O(C1=CC=CC=C1)[C@@H]1[C@@](C(C(C([C@H]1OC1=CC=CC=C1)OC1=CC=CC=C1)=O)(Cl)Cl)(O)COC1=CC=CC=C1